[Na].BrN1C(=O)NC(=O)NC1=O bromoisocyanuric acid monosodium salt